FC1=C(C=CC(=C1)O)C1CCN(CC1)C1=CC(=C(C#N)C=C1)C(F)(F)F 4-(4-(2-fluoro-4-hydroxyphenyl)piperidin-1-yl)-2-(trifluoromethyl)benzonitrile